(S)-9-(2-Cyclopropyl-2-oxoethyl)-2-(8-oxa-3-azabicyclo[3.2.1]oct-3-yl)-8-trifluoromethyl-6,7,8,9-tetrahydro-pyrimido[1,2-a]-pyrimidin-4-one C1(CC1)C(CN1[C@@H](CCN2C1=NC(=CC2=O)N2CC1CCC(C2)O1)C(F)(F)F)=O